FC(C)(F)C1=CC=CC(=N1)N1CC2(C=3C=NC(=CC31)NC(C)=O)CCOCC2 N-(1'-(6-(1,1-difluoroethyl)pyridin-2-yl)-1',2,2',3,5,6-hexahydrospiro[pyran-4,3'-pyrrolo[3,2-c]pyridin]-6'-yl)acetamide